C(C)C1=C(C(=CC=C1)C)NS(=O)=O.[Na] sodium N-(2-ethyl-6-methylphenyl)sulfonamide